BrC1=C(OC2COC2)C=C(C=C1)Cl 3-(2-Bromo-5-chlorophenoxy)oxetane